FC(C(=O)[O-])(F)F.NC(C#CC[NH-])C1CCC(CC1)N[C@@H]1C[C@@H](N(C2=CC=CC=C12)C(CC)=O)C 4-amino-N-((1R,4r)-4-(((2S,4R)-2-methyl-1-propionyl-1,2,3,4-tetrahydroquinolin-4-yl)amino)cyclohexyl)but-2-ynylamide trifluoroacetate